NC1=NC=NC=2N(C3=CC=C(C=C3C21)OC)CC(=O)OC(C)(C)C tert-butyl 2-(4-amino-6-methoxy-9H-pyrimido[4,5-b]indol-9-yl)acetate